tert-butyl 6-[[2-[bromo(difluoro)methyl]-8-chloro-1-oxo-5-isoquinolyl]oxy]-2-azaspiro[3.3]heptane-2-carboxylate BrC(N1C(C2=C(C=CC(=C2C=C1)OC1CC2(CN(C2)C(=O)OC(C)(C)C)C1)Cl)=O)(F)F